N4,N4-dipropyl-3H-benzo[b]azepine-4,8-dicarboxamide C(CC)N(C(=O)C1=CC2=C(N=CC1)C=C(C=C2)C(=O)N)CCC